trans-N-(4-Fluoro-3-methylphenyl)-7-methyl-2-(3-methyloxetan-3-carbonyl)-2,3,3a,4,10,10a-hexahydro-1H,7H-dipyrrolo[3,4-b:3',4'-f][1,4,5]oxathiazocin-8-carboxamid-5,5-dioxid FC1=C(C=C(C=C1)NC(=O)C=1N(C=C2C1OC[C@H]1[C@H](NS2(=O)=O)CN(C1)C(=O)C1(COC1)C)C)C